N1C=NC2=C1C=CC(=C2)N2C(OCC2C2=CC=C(C=C2)C2CCC(CC2)OC)=O 3-(1H-benzo[d]imidazol-5-yl)-4-(4-(4-methoxycyclohexyl)phenyl)oxazolidin-2-one